NC=1C(=C2C(=NC1)N(C=C2)S(=O)(=O)C2=CC=C(C)C=C2)NN2C1CC(CC2CC1)O 8-((5-amino-1-p-toluenesulfonyl-1H-pyrrolo[2,3-b]pyridine-4-yl)amino)8-azabicyclo[3.2.1]octane-3-ol